Cl.NC=1C2=C(N=CN1)N(C=C2C(=O)N)[C@@H]2O[C@@H]([C@H]([C@H]2O)O)CO 4-amino-7-((2R,3R,4S,5R)-3,4-dihydroxy-5-(hydroxymethyl)tetrahydrofuran-2-yl)-7H-pyrrolo[2,3-d]pyrimidine-5-carboxamide hydrochloride